DECANE-2-CARBOXYLATE CC(CCCCCCCC)C(=O)[O-]